C(C)OCOC=1C=C(C=O)C=CC1C1=NN=C(C2=CC=CC=C12)N[C@H]1COCCC1 (R)-3-(ethoxymethoxy)-4-(4-((tetrahydro-2H-pyran-3-yl)amino)phthalazin-1-yl)benzaldehyde